FC(C1=NC=C(C=C1)C1=NN=NN1)(OC1=CC=CC2=CC=CC=C12)F 2-(difluoro(naphthalen-1-yloxy)methyl)-5-(1H-tetrazol-5-yl)pyridine